(pyridin-1-ium-1-yl)boranuide [N+]1(=CC=CC=C1)[BH3-]